N-Cyclopropyl-2-fluoro-4-methyl-5-{1-[6-(1-methyl-azetidin-3-yl)-imidazo[1,2-a]pyridin-3-yl]-1H-pyrazol-4-yl}-benzamide C1(CC1)NC(C1=C(C=C(C(=C1)C=1C=NN(C1)C1=CN=C2N1C=C(C=C2)C2CN(C2)C)C)F)=O